6-benzyl-N-cyclopentyl-N-methylpyridine-2,4-dicarboxamide C(C1=CC=CC=C1)C1=CC(=CC(=N1)C(=O)N(C)C1CCCC1)C(=O)N